tert-butyl 4-((1-(4-((2,6-dioxopiperidin-3-yl)amino)phenyl)piperidin-4-yl) methyl)piperazine-1-carboxylate O=C1NC(CCC1NC1=CC=C(C=C1)N1CCC(CC1)CN1CCN(CC1)C(=O)OC(C)(C)C)=O